CN1N=CC(=C1)C(=O)N(C1CCN(CC1)C=1C=NC=C(C1)C1=CC2=C(N(C(OC2)=C=O)C)C=C1)C([2H])([2H])[2H] 1-methyl-N-(methyl-d3)N-(1-(5-(1-methyl-2-carbonyl-1,4-dihydro-2H-benzo[d][1,3]oxazin-6-yl)pyridin-3-yl)piperidin-4-yl)-1H-Pyrazole-4-carboxamide